benzyl (S)-5-bromo-1-((4-(methoxycarbonyl) phenyl) carbamoyl)-3,4-dihydroisoquinoline-2(1H)-formate BrC1=C2CCN([C@@H](C2=CC=C1)C(NC1=CC=C(C=C1)C(=O)OC)=O)C(=O)OCC1=CC=CC=C1